C1(CC1)OC[C@@H](C(=O)O)N(C)C(=O)OCC1C2=CC=CC=C2C=2C=CC=CC12 (2S)-3-(cyclopropoxy)-2-[9H-fluoren-9-ylmethoxycarbonyl(methyl)amino]propanoic acid